4-(2-carbamoyl-5-methyl-anilino)-4-oxo-butyric acid C(N)(=O)C1=C(NC(CCC(=O)O)=O)C=C(C=C1)C